FC1=C(CN2N=C(N=C2C2=NOC=C2)C(=N)N)C=CC=C1 1-(2-fluorobenzyl)-5-(isoxazol-3-yl)-1H-1,2,4-triazole-3-carboxamidine